2-methyl-N-(3-(4-(7-methyl-1H-indazol-5-yl)phenyl)propyl)thiazole-5-carboxamide CC=1SC(=CN1)C(=O)NCCCC1=CC=C(C=C1)C=1C=C2C=NNC2=C(C1)C